CC1=CC=C(C=C1)N1CCN(CC1)S(=O)(=O)C1=CC=C(C=C1)NC(NCC=1C=NC=CC1)=O 3-{4-[4-(4-methylphenyl)piperazine-1-sulfonyl]phenyl}-1-(pyridin-3-ylmethyl)urea